C(OC1=CC=C(C=C1)C)(OC1=CC=C(C=C1)C)=O di-cresyl carbonate